N-(3-(2-(isothiazol-4-ylamino)-8,9-dihydroimidazo[1',2':1,6]pyrido[2,3-d]pyrimidin-6-yl)-4-methylphenyl)-4-(trifluoromethyl)pyridinecarboxamide hydrochloride Cl.S1N=CC(=C1)NC=1N=CC2=C(N1)N1C(C(=C2)C=2C=C(C=CC2C)NC(=O)C2=NC=CC(=C2)C(F)(F)F)=NCC1